CC(C)(C)C=1C=C(C=C(C1O)C(C)(C)C)CN1C(N(C(N(C1=O)CC1=CC(=C(C(=C1)C(C)(C)C)O)C(C)(C)C)=O)CC1=CC(=C(C(=C1)C(C)(C)C)O)C(C)(C)C)=O 1,3,5-tris[(3,5-bis(1,1-dimethylethyl)-4-hydroxyphenyl)methyl]-1,3,5-triazine-2,4,6(1H,3H,5H)-trione